(1-(2,3-dichlorophenyl)-5-((3S,5R)-3,5-dimethylpiperidin-1-yl)-1H-indol-4-yl)methanol ClC1=C(C=CC=C1Cl)N1C=CC2=C(C(=CC=C12)N1C[C@H](C[C@H](C1)C)C)CO